piperazine dihydrochloride hydroiodide I.Cl.Cl.N1CCNCC1